NCCNC1=CC=C(C=C1)CNC(C(C)N1C=CC2=CC(=CC=C12)S(=O)(=O)N1CCCCC1)=O N-[[4-(2-aminoethylamino)phenyl]methyl]-2-[5-(1-piperidylsulfonyl)indol-1-yl]propanamide